3-amino-4-phenyl-1-(4-(4-(trifluoromethyl)benzyl)piperazin-1-yl)butan-2-ol NC(C(CN1CCN(CC1)CC1=CC=C(C=C1)C(F)(F)F)O)CC1=CC=CC=C1